BrC=1C(=NC(=NC1)NC1=C(C=C(C(=C1)CC)N1CCC(CC1)N1CCN(CC1)C)OC)NC1=C(C=C(C=C1)C1=NN(N=C1)C(C)C)P(C)(C)=O (2-((5-Bromo-2-((5-ethyl-2-methoxy-4-(4-(4-methylpiperazin-1-yl)piperidin-1-yl)phenyl)amino)pyrimidin-4-yl)amino)-5-(2-isopropyl-2H-1,2,3-triazol-4-yl)phenyl)dimethylphosphine oxide